2-[[3-[4-bromo-3-(trifluoromethyl)pyrazol-1-yl]-4-methyl-pyrazol-1-yl]methoxy]ethyl-trimethyl-silane BrC=1C(=NN(C1)C1=NN(C=C1C)COCC[Si](C)(C)C)C(F)(F)F